CC=1C=C(C2=C(SC3=C2N=CN=C3\C=C\C)N1)C (E)-7,9-dimethyl-4-(prop-1-en-1-yl)pyrido[3',2':4,5]thieno[3,2-d]pyrimidine